2-(5-(2-(cyclopentyloxy)-4-fluorophenoxy)pyrimidin-4-yl)-6-((tetrahydro-2H-pyran-4-yl)methyl)-2,6-diazaspiro[3.3]heptane C1(CCCC1)OC1=C(OC=2C(=NC=NC2)N2CC3(C2)CN(C3)CC3CCOCC3)C=CC(=C1)F